ClC1=NC2=C(C(=CC=C2C(=N1)N1C[C@@H](N(CC1)C(=O)OC(C)(C)C)CC#N)C1=CC=CC2=CC=CC(=C12)C#C[Si](C(C)C)(C(C)C)C(C)C)F tert-butyl (S)-4-(2-chloro-8-fluoro-7-(8-((triisopropylsilyl)ethynyl)naphth-1-yl)quinazolin-4-yl)-2-(cyanomethyl)piperazine-1-carboxylate